2-(6-((Z)-((1R,5S)-8-azabicyclo[3.2.1]octan-3-ylidene)methyl)pyridazin-3-yl)-5-(1H-imidazol-1-yl)phenol [C@H]12CC(C[C@H](CC1)N2)=CC2=CC=C(N=N2)C2=C(C=C(C=C2)N2C=NC=C2)O